(5-methyl-[1,1'-biphenyl]-2,2'-diyl)bis(trimethylsilane) CC=1C=CC(=C(C1)C1=C(C=CC=C1)[Si](C)(C)C)[Si](C)(C)C